(4-nitrophenyl) 4-[2-[3-[3-[3-amino-6-(2-hydroxyphenyl)pyridazin-4-yl]-3,8-diazabicyclo[3.2.1]octan-8-yl]phenoxy]ethyl]piperazine-1-carboxylate NC=1N=NC(=CC1N1CC2CCC(C1)N2C=2C=C(OCCN1CCN(CC1)C(=O)OC1=CC=C(C=C1)[N+](=O)[O-])C=CC2)C2=C(C=CC=C2)O